5-((1-(tert-butoxycarbonyl)azetidin-2-yl)methoxy)-2-methyl-4-nitrobenzoic acid C(C)(C)(C)OC(=O)N1C(CC1)COC=1C(=CC(=C(C(=O)O)C1)C)[N+](=O)[O-]